[2-(p-toluenesulfonyloxy)]phenylurea CC1=CC=C(C=C1)S(=O)(=O)OC1=C(C=CC=C1)NC(=O)N